carbonyl-bis(7-methoxycoumarin) C(=O)(C=1C(OC2=CC(=CC=C2C1)OC)=O)C=1C(OC2=CC(=CC=C2C1)OC)=O